3-((1-((2s,4r)-4-amino-2-phenylpiperidin-1-carbonyl)-3,3-dimethylpiperidin-4-yl)methyl)-6-phenylpyrimidin-4(3H)-one N[C@H]1C[C@H](N(CC1)C(=O)N1CC(C(CC1)CN1C=NC(=CC1=O)C1=CC=CC=C1)(C)C)C1=CC=CC=C1